1-(4-fluoro-3-(4,4,5,5-tetramethyl-1,3,2-dioxa-borolan-2-yl)benzyl)pyrrolidine Potassium oxidooxyhydrogensulfate [O-]OOS(=O)(=O)[O-].[K+].FC1=C(C=C(CN2CCCC2)C=C1)B1OC(C(O1)(C)C)(C)C.[K+]